COCCNC(=O)C=1C=NC(=CC1)NC1=NN2C(C=C(C=C2)C2=CC(=NC=C2OC2C[C@@H]3COC[C@H](C2)N3)C)=C1 N-(2-methoxyethyl)-6-[[5-[2-methyl-5-[[(1S,5R,7s)-3-oxa-9-azabicyclo[3.3.1]nonan-7-yl]oxy]-4-pyridyl]pyrazolo[1,5-a]pyridin-2-yl]amino]pyridine-3-carboxamide